BrC=1C=C2C(=C(C(N(C2=CC1)C)=O)C(=O)N)N1CCC(CC1)C=1OC(=NN1)C1=CC(=CC=C1)C 6-Bromo-1-methyl-4-{4-[5-(3-methylphenyl)-1,3,4-oxadiazol-2-yl]piperidin-1-yl}-2-oxo-1,2-dihydroquinoline-3-carboxamide